N-(3-(difluoromethoxy)-4-(2-methyl-2H-1,2,3-triazol-4-yl)pyridin-2-yl)pivalamide FC(OC=1C(=NC=CC1C1=NN(N=C1)C)NC(C(C)(C)C)=O)F